N-[(1S)-1-(hydroxymethyl)-2-methylpropyl]-3-({4-[({2-[methyl(methylsulfonyl)amino]pyridin-3-yl}methyl)amino]-5-(trifluoromethyl)pyrimidin-2-yl}amino)benzamide OC[C@H](C(C)C)NC(C1=CC(=CC=C1)NC1=NC=C(C(=N1)NCC=1C(=NC=CC1)N(S(=O)(=O)C)C)C(F)(F)F)=O